1-(piperidin-4-yl)pyrrolin-2-one hydrochloride Cl.N1CCC(CC1)N1C(CCC1)=O